[Mo].[Hf].[Ti] titanium-hafnium-molybdenum